NC1CCO1 4-aminooxetan